1-(prop-2-enoyloxy)propan-2-yl 3-oxabutaneoate C(COC)(=O)OC(COC(C=C)=O)C